(R)-4-methoxy-6-(3-(1-methyl-1H-pyrazol-3-yl)phenyl)-2-(2-methylmorpholino)-N-(pyridin-4-yl)pyrimidin-4-amine CO[C@@]1(NC(=NC(=C1)C1=CC(=CC=C1)C1=NN(C=C1)C)N1CC(OCC1)C)NC1=CC=NC=C1